1-phenyl-[1,2,4]triazolo[4,3-a]quinoline C1(=CC=CC=C1)C1=NN=C2N1C1=CC=CC=C1C=C2